O1C(=CC=C1)C(=O)[O-].O1C(=CC=C1)C(=O)[O-].O1C(=CC=C1)C(=O)[O-].[IH2+].[IH2+].[IH2+] Iodonium Trifurate